C(C)N(C(C1=C(C=CC(=C1)F)OC1=C(N=CN=N1)N1CC2(CN(C2)[C@@H](C(C)C)CCCN[C@H](CO)COC)CC1)=O)C(C)C N-ethyl-5-fluoro-2-((5-(2-((R)-6-(((R)-1-hydroxy-3-methoxypropan-2-yl)amino)-2-methylhexan-3-yl)-2,6-diazaspiro[3.4]oct-6-yl)-1,2,4-triazin-6-yl)oxy)-N-isopropylbenzamide